C(C1=CC=CC=C1)OC1=C(C(=CC(=C1)F)F)NN (2-benzyloxy-4,6-difluoro-phenyl)hydrazine